C(C)C1=CC=CC=2C3=CC4=C(C=C3CN(C12)C)OCO4 4-Ethyl-5,6-Dihydro-5-methyl-[1,3]dioxolo[4,5-j]phenanthridine